5-((4-(4-(trifluoromethyl)phenyl)-3,4-dihydroquinoxalin-1(2H)-yl)methyl)isoxazole FC(C1=CC=C(C=C1)N1CCN(C2=CC=CC=C12)CC1=CC=NO1)(F)F